5-(8-((1S,2S)-2-(4-(difluoromethyl)phenyl)cyclopropyl)-3-fluoroimidazo[1,2-b]pyridazin-6-yl)pyrimidine-2,4(1H,3H)-dione FC(C1=CC=C(C=C1)[C@@H]1[C@H](C1)C=1C=2N(N=C(C1)C=1C(NC(NC1)=O)=O)C(=CN2)F)F